5-Ethyladamantan C(C)C12CC3CC(CC(C1)C3)C2